C(C1=CC=CC=C1)OC1=NC(=CC=C1N1C(C(C2=C(C=CC=C12)CCO)(C)C)=O)OCC1=CC=CC=C1 1-[2,6-bis(benzyloxy)pyridin-3-yl]-4-(2-hydroxyethyl)-3,3-dimethylindol-2-one